(2r,3r,4r,5s)-3-benzyloxy-2-((benzyloxy)methyl)-4,5-dimethoxytetrahydrofuran silicon-nickel-copper [Cu].[Ni].[Si].C(C1=CC=CC=C1)O[C@@H]1[C@H](O[C@@H]([C@@H]1OC)OC)COCC1=CC=CC=C1